3-(bromomethyl)benzoic acid tert-butyl ester C(C)(C)(C)OC(C1=CC(=CC=C1)CBr)=O